tert-butyl 1-(7-[[2-fluoro-4-(pyrazol-1-yl)phenyl]amino]-1,6-naphthyridin-2-yl)-6-azaspiro[2.5]octane-6-carboxylate FC1=C(C=CC(=C1)N1N=CC=C1)NC1=NC=C2C=CC(=NC2=C1)C1CC12CCN(CC2)C(=O)OC(C)(C)C